OC1C2(CC2)CCN(C1)C(=O)OC(C)(C)C tert-butyl 4-hydroxy-6-azaspiro[2.5]octane-6-carboxylate